FC1=C(C(N)=N)C=C(C=C1)OC=1C(=C2C=CNC2=CC1F)SC 2-Fluoro-5-((6-fluoro-4-(methylthio)-1H-indol-5-yl)oxy)benzimidamide